4-[4-[tert-butoxycarbonyl(cyclopropyl)amino]-1-piperidyl]-5-fluoro-2-methyl-indazole-7-carboxylic acid C(C)(C)(C)OC(=O)N(C1CCN(CC1)C=1C2=CN(N=C2C(=CC1F)C(=O)O)C)C1CC1